C(C)(=O)C1C(SCC1)=O 3-acetyl-dihydro-2(3H)-thiophenone